1-methyl-4-n-decyl-1,2,4-triazole bromide [Br-].CN1N=CN(C1)CCCCCCCCCC